1-bromo-4-(difluoromethyl)benzene BrC1=CC=C(C=C1)C(F)F